O1CCN(CC1)C=1N=C(C2=C(N1)N(CC2)C2=CC=CC=C2)N2C(C=CC=C2)=O 1-(2-morpholino-7-phenyl-6,7-dihydro-5H-pyrrolo[2,3-d]pyrimidin-4-yl)pyridin-2(1H)-one